FC1(C(COC1)N1C(C(=CC=C1)COC=1C=CC2=C(C=C(O2)C)C1)OC)F N-(4,4-difluorotetrahydrofuran-3-yl)-5-((2-methoxypyridin-3-yl)methoxy)-2-methylbenzofuran